C(CCC)C=1OC2=C(N1)C=CC(=C2)CC(CN)=CF 2-((2-butylbenzo[d]oxazol-6-yl)methyl)-3-fluoroprop-2-en-1-amine